3-(1,4-Dimethyl-1H-benzo[d][1,2,3]triazol-5-yl)-2,2-dimethyl-3-(4-methyl-3-((2-(pyrrolidin-1-ylmethyl)-1H-imidazol-1-yl)methyl)phenyl)propanoate CN1N=NC2=C1C=CC(=C2C)C(C(C(=O)[O-])(C)C)C2=CC(=C(C=C2)C)CN2C(=NC=C2)CN2CCCC2